CC1(COC1)CN1N=CC(=C1)C1=NC2=CC=CC=C2N=C1 2-[1-[(3-Methyloxetan-3-yl)methyl]Pyrazol-4-yl]Quinoxaline